3-isobutyl-5-tert-butyl-1-ethyl-4-hydroxypyrazole C(C(C)C)C1=NN(C(=C1O)C(C)(C)C)CC